C(C)(=O)N1C(C(NC(C1)=O)=CC1CC(C1)F)=O 1-acetyl-3-[(3-fluorocyclobutyl)methylene]piperazine-2,5-dione